4-(4-chloro-o-tolyloxy)butanoic acid ClC1=CC(=C(C=C1)C)OCCCC(=O)O